2-({2-[4-(2-hydroxyethoxy)pyridin-2-yl]-6-methylthieno[2,3-d]pyrimidin-4-yl}(methyl)amino)-N-(6-methoxypyridin-3-yl)acetamide OCCOC1=CC(=NC=C1)C=1N=C(C2=C(N1)SC(=C2)C)N(CC(=O)NC=2C=NC(=CC2)OC)C